COC1=CC=C(C=C1)C(C(=O)NCCCNC1=NC=2CCCCC2C(N1)=O)(C)C 2-(4-methoxyphenyl)-2-methyl-N-[3-[(4-oxo-5,6,7,8-tetrahydro-3H-quinazolin-2-yl)amino]-propyl]propanamide